(4-(2,4-dichlorophenyl)thiazol-2-yl)-4-methylbenzamide ClC1=C(C=CC(=C1)Cl)C=1N=C(SC1)C1=C(C(=O)N)C=CC(=C1)C